tert-butyl (3R)-3-carbamoyl-3-methyl-morpholine-4-carboxylate C(N)(=O)[C@@]1(N(CCOC1)C(=O)OC(C)(C)C)C